The molecule is a mimotope of the pyruvate dehydrogenase E2 component (PDC-E2) comprising a [(2E)-3-(3-nitrophenyl)prop-2-enoyl]- group linked to the lipoated PDC-E2 core dodecapeptide (DKATIGFEVQEE) at N-6 of lysine. It has a role as a mimotope. It is a polypeptide and a lipopeptide. CC[C@H](C)[C@@H](C(=O)NCC(=O)N[C@@H](CC1=CC=CC=C1)C(=O)N[C@@H](CCC(=O)O)C(=O)N[C@@H](C(C)C)C(=O)N[C@@H](CCC(=O)N)C(=O)N[C@@H](CCC(=O)O)C(=O)N[C@@H](CCC(=O)O)C(=O)O)NC(=O)[C@H]([C@@H](C)O)NC(=O)[C@H](C)NC(=O)[C@H](CCCCNC(=O)/C=C/C2=CC(=CC=C2)[N+](=O)[O-])NC(=O)[C@H](CC(=O)O)NC(=O)C